COC(=O)C1N(CCN(C1)C1=C(C(N(C2=CC=C(N=C12)C#N)C)=O)F)C(C1=CC=C(C=C1)F)C1=CC=C(C=C1)F 1-(bis(4-fluorophenyl)methyl)-4-(6-cyano-3-fluoro-1-methyl-2-oxo-1,2-dihydro-1,5-naphthyridin-4-yl)piperazine-2-carboxylic acid methyl ester